1-amino-4-hydroxy-9,10-anthracenedione NC1=CC=C(C=2C(C3=CC=CC=C3C(C12)=O)=O)O